3-(4-{2-[(2,2-difluoroethyl)(isopropyl)carbamoyl]-4-fluorophenyl}-1-methyl-1H-indazol-6-yl)piperidine-1-carboxylic acid tert-butyl ester C(C)(C)(C)OC(=O)N1CC(CCC1)C1=CC(=C2C=NN(C2=C1)C)C1=C(C=C(C=C1)F)C(N(C(C)C)CC(F)F)=O